C1(=CC=CC=C1)[C@@H]1N(CCC2=CC=CC=C12)C(=O)OC12CC(C1)(C2)NC(=O)OCC2=CC=CC=C2 3-(((benzyloxy)carbonyl)amino)bicyclo[1.1.1]pentan-1-yl (S)-1-phenyl-3,4-dihydroisoquinoline-2(1H)-carboxylate